tert-butyl 2-[4-[7-isopropoxy-6-[[6-(trifluoromethyl)pyridine-2-carbonyl]amino]imidazo[1,2-a]pyridin-2-yl]-1-piperidyl]acetate C(C)(C)OC1=CC=2N(C=C1NC(=O)C1=NC(=CC=C1)C(F)(F)F)C=C(N2)C2CCN(CC2)CC(=O)OC(C)(C)C